CC1=C(C=CC=C1)S(=O)(=O)O.C1(CCCC1)C(CC#N)NN 3-cyclopentyl-3-hydrazineylpropanenitrile-methylbenzenesulfonic ACID SALT